2-[6-[(2S)-2-(hydroxymethyl)morpholin-4-yl]-4-methyl-pyridazin-3-yl]-5-methoxy-3-methyl-phenol OC[C@@H]1CN(CCO1)C1=CC(=C(N=N1)C1=C(C=C(C=C1C)OC)O)C